S1C=NC2=C1C=C(C=C2)[C@@H](C=2N=NNC2)NC=2C=C1C(=C(C=NC1=C(C2)Cl)C#N)NC2=CC(=C(C=C2)F)Cl (S)-6-((benzo[d]thiazol-6-yl-(1H-1,2,3-triazol-4-yl)methyl)amino)-8-chloro-4-((3-chloro-4-fluorophenyl)amino)quinoline-3-carbonitrile